CN(S(=O)(=O)N[C@@H]1[C@@H](N(CC1(F)F)C(=O)C1(CCC1)O)CC=1C(=C(C=CC1)B(O)O)F)C [3-({(2S,3R)-3-[(N,N-dimethylsulfamoyl)-amino]-4,4-difluoro-1-(1-hydroxycyclobutane-1-carbonyl)pyrrolidin-2-yl}-methyl)-2-fluorophenyl]boronic acid